3-(2,6-dioxopiperidin-3-yl)benzofuran O=C1NC(CCC1C1=COC2=C1C=CC=C2)=O